CC1=NN(C=C1)CNC(C)=O N-((3-methyl-1H-pyrazol-1-yl)methyl)acetamide